(((2-((4-Methylpiperazine-1-yl)methyl)oxazol-5-yl)methyl)amino)isoindoline-1,3-dione CN1CCN(CC1)CC=1OC(=CN1)CNN1C(C2=CC=CC=C2C1=O)=O